(5S,8S)-N-(2-chloro-6-methoxybenzyl)-5-fluoro-8-hydroxy-5,6,7,8-tetrahydroquinoline-5-carboxamide ClC1=C(CNC(=O)[C@]2(C=3C=CC=NC3[C@H](CC2)O)F)C(=CC=C1)OC